OC=1C(NC2=CC=C(C=C2C1)[N+](=O)[O-])=O 3-Hydroxy-6-nitroquinolin-2(1H)-one